C(=O)(OC)CC=1C=CC2=C(N(C(=N2)C(=O)O)C[C@H]2OCC2)C1 (S)-6-(carbomethoxy)methyl-1-(oxetan-2-ylmethyl)-1H-benzo[d]imidazole-2-carboxylic acid